(+-)-trans-4-(1-((5-methoxy-7-methyl-1H-indol-4-yl)methyl)-4-(sulfamoylamino)piperidin-2-yl)benzoic acid formate salt C(=O)O.COC=1C(=C2C=CNC2=C(C1)C)CN1[C@H](C[C@@H](CC1)NS(N)(=O)=O)C1=CC=C(C(=O)O)C=C1 |r|